C(C)N(CCOC1=CC(=C(C(=O)N)C=C1)C)CC 4-(2-(diethylamino)ethoxy)-2-methyl-benzamide